(2R)-2-amino-3-((3-hydroxypropyl)sulfinyl)propionic acid N[C@H](C(=O)O)CS(=O)CCCO